COC1=C(C=CC=2C(=CCCCC21)OS(=O)(=O)C(F)(F)F)C(=O)OC methyl 4-methoxy-9-(((trifluoromethyl)sulfonyl)oxy)-6,7-dihydro-5H-benzo[7]annulene-3-carboxylate